(2S)-3-(2,3,3a,7a-tetrahydro-1H-inden-2-ylcarbamoylamino)-2-[[2,6-dichloro-4-(3-phenylazetidin-1-yl)benzoyl]amino]propanoic acid C1C(CC2C=CC=CC12)NC(=O)NC[C@@H](C(=O)O)NC(C1=C(C=C(C=C1Cl)N1CC(C1)C1=CC=CC=C1)Cl)=O